Octadeca-13,16-dienoic acid C(CCCCCCCCCCCC=CCC=CC)(=O)O